FC(OC1=CC=C(C=N1)C1COC2=C(O1)C(=CC(=C2)CN2C=NC=1C2=NC=C(C1)N1CC(C1)(O)C)OC)F 1-(3-((2-(6-(difluoromethoxy)pyridin-3-yl)-8-methoxy-2,3-dihydrobenzo[b][1,4]dioxin-6-yl)methyl)-3H-imidazo[4,5-b]pyridin-6-yl)-3-methylazetidin-3-ol